4-(4-(5-(aminomethyl)-2-oxooxazolidin-3-yl)phenyl)morpholine-3-one hydrochloride Cl.NCC1CN(C(O1)=O)C1=CC=C(C=C1)N1C(COCC1)=O